tert-butyl-(S)-(2-(2-(((tert-butyldimethylsilyl)oxy)methyl)-4-oxopyrrolidine-1-carbonyl)-5-((tert-butyldiphenylsilyl)oxy)-4-methoxyphenyl) carbamate C(N)(OC1=C(C(=C(C(=C1)O[Si](C1=CC=CC=C1)(C1=CC=CC=C1)C(C)(C)C)OC)C(C)(C)C)C(=O)N1[C@@H](CC(C1)=O)CO[Si](C)(C)C(C)(C)C)=O